FC(C1=NN(C=C1C1=NN=C(O1)S)C)F 5-(3-(difluoromethyl)-1-methyl-1H-pyrazol-4-yl)-1,3,4-oxadiazole-2-thiol